Methyl (3R,5S)-3,5-dimethyl-4-(3-(6-(4-methylpiperazin-1-yl)pyridin-3-yl)-1H-pyrazolo[4,3-d]pyrimidin-5-yl)piperazine-1-carboxylate C[C@@H]1CN(C[C@@H](N1C=1N=CC2=C(N1)C(=NN2)C=2C=NC(=CC2)N2CCN(CC2)C)C)C(=O)OC